OC1(CCN(CC1)C(=O)OC(C(Cl)(Cl)Cl)(C)C)CC(=O)O 2-(4-hydroxy-1-(((1,1,1-trichloro-2-methylpropan-2-yl)oxy)carbonyl)piperidin-4-yl)acetic acid